CN(S(=O)(=O)C1=CC=C(C=C1)S(=O)(=O)Cl)C 4-(N,N-dimethylaminosulfonyl)benzenesulfonyl chloride